(2S)-1-[(2S)-3,3-dimethyl-2-[(2,2,2-trifluoroacetyl)amino]butanoyl]-3,3-dimethyl-azetidine-2-carboxylic acid CC([C@@H](C(=O)N1[C@@H](C(C1)(C)C)C(=O)O)NC(C(F)(F)F)=O)(C)C